(2R,5R)-5-ethyl-2-(methoxymethyl)-4-(1-(quinoxalin-6-yl)ethyl)piperazine C(C)[C@H]1N(C[C@@H](NC1)COC)C(C)C=1C=C2N=CC=NC2=CC1